7-(2-methyloxiran-2-yl)imidazo[1,2-a]pyridine CC1(OC1)C1=CC=2N(C=C1)C=CN2